N-(4-hydroxy-3-(2-methylphenylazo)phenethyl)methacrylamide OC1=C(C=C(CCNC(C(=C)C)=O)C=C1)N=NC1=C(C=CC=C1)C